OC[C@H](C1=CC=CC=C1)NC1=CC(=NC=C1C1=N[C@@]2(CO1)CN(CC2)C)NC2=CC=C1C(=N2)N(NC1=O)C 6-((4-(((S)-2-hydroxy-1-phenylethyl)amino)-5-((R)-7-methyl-3-oxa-1,7-diazaspiro[4.4]non-1-en-2-yl)pyridin-2-yl)amino)-1-methyl-1,2-dihydro-3H-pyrazolo[3,4-b]pyridin-3-one